4-[(2-chloro-6-fluorophenyl)methyl]-3-[(dimethyl-1,2-oxazol-4-yl)methyl]-4,5-dihydro-1,2,4-oxadiazol-5-one ClC1=C(C(=CC=C1)F)CN1C(=NOC1=O)CC=1C(=NOC1C)C